((4-(2-(3-chlorophenyl)-5-methyl-oxazol-4-yl)benzyl)oxy)benzoic acid ClC=1C=C(C=CC1)C=1OC(=C(N1)C1=CC=C(COC2=C(C(=O)O)C=CC=C2)C=C1)C